6-chloro-1,4-dimethyl-2-(4-methylsulfonylphenyl)-pyrrolo[3,2-c]pyridine ClC1=CC2=C(C(=N1)C)C=C(N2C)C2=CC=C(C=C2)S(=O)(=O)C